BrC1=CC=C(C=C1)C[C@@H](C(=O)OC)NC([C@H]([C@@H](C)OC)NC(C[C@H]1N(C(CC1)=O)CC1=C(C(=CC=C1)F)F)=O)=O Methyl (S)-3-(4-bromophenyl)-2-((2S,3R)-2-(2-((S)-1-(2,3-difluorobenzyl)-5-oxopyrrolidin-2-yl)acetamido)-3-methoxybutanamido)propanoate